N-(4-methoxybenzyl)-N,4-dimethylpyrrolidin-3-amine COC1=CC=C(CN(C2CNCC2C)C)C=C1